6-(2-hydroxyethyl)-6-azabicyclo[3.2.0]hepta-1(7),2,4-triene-4-carbaldehyde OCCN1C2=C(C=CC2=C1)C=O